P12OCC(CO1)(CO2)CO 2,6,7-trioxa-1-phosphabicyclo(2.2.2)octane-4-methanol